dihydroorotate C(C1CC(=O)NC(=O)N1)(=O)[O-]